N-(6-(2-chloro-6-methylpyridin-4-yl)-5-(5-methylfuran-2-yl)-1,2,4-triazin-3-yl)-[1,4'-bipiperidin]-1'-carboxamide ClC1=NC(=CC(=C1)C1=C(N=C(N=N1)NC(=O)N1CCC(CC1)N1CCCCC1)C=1OC(=CC1)C)C